C1(=CC=CC=C1)C1=CC=C(C=C1)S(=O)(=O)OC1=CC=C(C=C1)NC(=O)NC1=CC=C(C=C1)OS(=O)(=O)C1=CC=C(C=C1)C1=CC=CC=C1 N,N'-di-[4-(p-phenylbenzenesulfonyloxy)phenyl]urea